3-amino-5-(4-methoxyphenyl)-6-(p-tolyl)pyrazine-2-carbonitrile NC=1C(=NC(=C(N1)C1=CC=C(C=C1)OC)C1=CC=C(C=C1)C)C#N